Cl.NC[C@@H]1CN(CCO1)C(COC)=O (R)-2-(aminomethyl)-4-methoxyacetyl-morpholine hydrochloride